C(#N)C=1C=C(C=CC1F)NC(=O)C1=C(N(C(=C1C)C(C(NC1(COC1)C(F)(F)F)=O)=O)C)C N-(3-cyano-4-fluorophenyl)-1,2,4-trimethyl-5-(2-oxo-2-((3-(trifluoromethyl)oxetan-3-yl)amino)acetyl)-1H-pyrrole-3-carboxamide